CC=1C=C(CC=2C=NN(C2)C(=O)N)C=CC1 4-(3-methylbenzyl)-1H-pyrazole-1-carboxamide